methyl-(1S,3S,5S)-5-methyl-2-((4-phenoxybenzoyl)glycyl)-2-azabicyclo[3.1.0]hexane-3-carboxamide C[C@]12N([C@@H](C[C@]2(C1)C)C(=O)N)C(CNC(C1=CC=C(C=C1)OC1=CC=CC=C1)=O)=O